C(C)(C)C=1C=NN2C1N=C(C=C2NC2CCN(CC2)C(=O)OCC2(CNC2)F)C2CCOCC2 (3-fluoroazetidine-3-yl)methyl 4-((3-isopropyl-5-(tetrahydro-2H-pyran-4-yl)pyrazolo[1,5-a]pyrimidin-7-yl)amino)piperidine-1-carboxylate